(16R)-13-ethyl-16-(3,3,3-trifluoropropyl)-12,13,15,16,17,18,19,20-octahydro-14H-6,22-(azeno)-11,7-(metheno)imidazo[2,1-c][1,4,13,15]oxatriazacycloicosin-14-one C(C)N1CC=2C=CC=C(C3=CN4C(C(OCCCC[C@@H](NC1=O)CCC(F)(F)F)=N3)=NC=C4)C2